2-oxospiro[1H-indole-3,4'-pyrrolidine]-2'-carboxamide O=C1NC2=CC=CC=C2C12CC(NC2)C(=O)N